N1C(NC(NC1=O)=O)=O triazacyclohexane-2,4,6-trione